dimethyl-1,4-dipropoyloxybenzene CC=1C(=C(C=CC1OC(CC)=O)OC(CC)=O)C